gamma-aminopropyl-triphenoxysilane NCCC[Si](OC1=CC=CC=C1)(OC1=CC=CC=C1)OC1=CC=CC=C1